4-(7-(8-ethyl-7-fluoro-3-(methoxymethoxy)naphthalen-1-yl)-8-fluoro-2-(((2R,7aS)-2-fluorotetrahydro-1H-pyrrolizin-7a(5H)-yl)methoxy)pyrido[4,3-d]pyrimidin-4-yl)-1,4-oxazepan-6-one C(C)C=1C(=CC=C2C=C(C=C(C12)C1=C(C=2N=C(N=C(C2C=N1)N1CCOCC(C1)=O)OC[C@]12CCCN2C[C@@H](C1)F)F)OCOC)F